C(C=C)(=O)N1C[C@H]2CN3CCSC=4N=C5C(=C(C(=CC5=C(C34)N2CC1)Cl)C1=C(C=C(C2=C1N=C(S2)N)F)F)F (4aR)-3-acryloyl-11-(2-amino-5,7-difluorobenzo[d]thiazol-4-yl)-12-chloro-10-Fluoro-2,3,4,4a,6,7-hexahydro-8-thia-3,5a,9,13c-tetraazanaphtho[3,2,1-de]anthracene